S(=O)(O)O.C(C)(C)(C)CC=C 3-tert-butyl propylene sulfite